C(CCCCCC(=O)OC(CC)CCCCCCCC)(=O)OCC(COC(CCC(OCCCC\C=C/CC)OCCCC\C=C/CC)=O)COC(=O)OCC1CN(CCC1)CC 1-(3-((4,4-bis(((Z)-oct-5-en-1-yl)oxy)butanoyl)oxy)-2-(((((1-ethylpiperidin-3-yl)methoxy)carbonyl)oxy)methyl)propyl) 7-(undecan-3-yl) heptanedioate